N[C@H](C(=O)N1[C@@H](C[C@H](C1)O)C(=O)N[C@@H](C)C1=CC2=CC=CC=C2C=C1)C(C)(C)C (2S,4R)-1-((S)-2-amino-3,3-dimethylbutyryl)-4-hydroxy-N-((S)-1-(naphth-2-yl)ethyl)pyrrolidine-2-carboxamide